ClC=1C(=NC(=NC1)NC1=C(C=C(C=C1)N(C)CCN(C)C)OC)C1=CN(C2=CC=CC=C12)CC=1C(=C(C=O)C=CC1)OCC1=CC=C(C=C1)OC 3-((3-(5-chloro-2-((4-((2-(dimethylamino)ethyl)(methyl)amino)-2-methoxyphenyl)amino)pyrimidin-4-yl)-1H-indol-1-yl)methyl)-2-((4-methoxybenzyl)oxy)benzaldehyde